(1-methyl-1H-pyrrol-2-yl)methanol CN1C(=CC=C1)CO